4-(2-methylsulfonylbenzimidazol-1-yl)-6-morpholin-4-yl-1,3,5-triazin-2-amine CS(=O)(=O)C1=NC2=C(N1C1=NC(=NC(=N1)N1CCOCC1)N)C=CC=C2